(2-(4-methoxyphenyl)-1,3-dioxane-5,5-diyl)dimethanol COC1=CC=C(C=C1)C1OCC(CO1)(CO)CO